CCCCOC(=O)C(C)C N-butyl isobutyrate